C(C)N1C(N(C(C2=C1C(OC2(C)C)(O)C=2C=C(C#N)C=C(C2)C)=O)O)=O 3-(1-ethyl-3,7-dihydroxyl-5,5-dimethyl-2,4-dioxo-1,2,3,4,5,7-hexahydro-furo[3,4-d]pyrimidine-7-yl)-5-methylbenzonitrile